5-bromo-7-fluoro-3,4-dihydro-2H-benzo[b][1,4]oxazine BrC1=CC(=CC=2OCCNC21)F